perfluoroamyl-triethoxysilane FC(C(F)(F)F)(O[Si](OC(C(F)(F)F)(F)F)(OC(C(F)(F)F)(F)F)C(C(C(C(C(F)(F)F)(F)F)(F)F)(F)F)(F)F)F